2-Azidoethyl 2-acetamido-2-deoxy-β-D-glucopyranoside C(C)(=O)N[C@H]1[C@H](OCCN=[N+]=[N-])O[C@@H]([C@H]([C@@H]1O)O)CO